2-Bromo-9-trifluoromethyl-7H-pyrimido[5',4':3,4]cyclopenta[1,2-c]quinolin-7-one BrC=1C=C2C3=C(C=NC2=CC1)C(C1=C3C=NC(=N1)C(F)(F)F)=O